3-methyl-4-(4-bromophenylethyl)piperazin-2-one CC1C(NCCN1CCC1=CC=C(C=C1)Br)=O